ClC=1C=C(C=CC1F)N1C2=C3C=C(C4=NN(C(CN(C(COCCC1)=O)C)=C4)C)C=CC3=NC=C2 1-(3-chloro-4-fluorophenyl)-8,11-dimethyl-1,3,4,8,9,11-hexahydro-2H-14,16-etheno-13,10-(metheno)pyrido[3,4-l][1,4,7,8,14]oxatetraazacycloheptadecin-7(6H)-one